3-(1-isopropylimidazol-4-yl)-N-methyl-4-[[5-(trifluoromethyl)-2-pyridyl]amino]benzenesulfonamide C(C)(C)N1C=NC(=C1)C=1C=C(C=CC1NC1=NC=C(C=C1)C(F)(F)F)S(=O)(=O)NC